4-hydroxy-6-(3-isopropyl-5-(piperidin-4-yl)-1H-indol-2-yl)-8-methylquinoline-3-carbonitrile OC1=C(C=NC2=C(C=C(C=C12)C=1NC2=CC=C(C=C2C1C(C)C)C1CCNCC1)C)C#N